(4aS)-1-[(5,6-Difluoro-1H-indol-7-yl)methyl]-4-hydroxy-N-[5-methyl-2-(trifluoromethyl)furan-3-yl]-2-oxo-5,6,7,8-tetrahydro-4aH-pyrido[1,2-b]pyridazine-3-carboxamide FC=1C=C2C=CNC2=C(C1F)CN1N2[C@H](C(=C(C1=O)C(=O)NC1=C(OC(=C1)C)C(F)(F)F)O)CCCC2